(Z)-3-decenal C(C\C=C/CCCCCC)=O